C(C1=CC=CC=C1)OC1=NC(=CC=C1C1=NN(C2=C(C=CC=C12)N1CCN(CC1)C[C@@H]1[C@H](CN(CC1)C(=O)OC(C)(C)C)F)C)O tert-butyl (3R,4R)-4-((4-(3-(2-(benzyloxy)-6-hydroxypyridin-3-yl)-1-methyl-1H-indazol-7-yl) piperazin-1-yl) methyl)-3-fluoropiperidine-1-carboxylate